methyl 7-((1-(methylsulfonyl)piperidin-4-yl)amino)-2,6-naphthyridine-1-carboxylate CS(=O)(=O)N1CCC(CC1)NC1=NC=C2C=CN=C(C2=C1)C(=O)OC